4-chlorobenzyl (4-(1-(oxetan-3-yl)piperidin-4-yl)phenyl)carbamate O1CC(C1)N1CCC(CC1)C1=CC=C(C=C1)NC(OCC1=CC=C(C=C1)Cl)=O